BrC1=CC(=C(C=C1F)NS(=O)(=O)C=1C=NN2C1C=CC(=C2)N(C)C)OC N-(4-bromo-5-fluoro-2-methoxyphenyl)-6-(dimethylamino)pyrazolo[1,5-a]pyridine-3-sulfonamide